NC1=NC=CC=C1C=1C=C(C(=C(C1)NS(=O)(=O)CCC)OC)F N-(5-(2-aminopyridin-3-yl)-3-fluoro-2-methoxyphenyl)propane-1-sulfonamide